(±)-4,5-dichloro-N-[3-[4-(cyclopropanecarbonyl)phenyl]tetrahydrofuran-3-yl]-1-methyl-indole-2-carboxamide ClC1=C2C=C(N(C2=CC=C1Cl)C)C(=O)N[C@@]1(COCC1)C1=CC=C(C=C1)C(=O)C1CC1 |r|